N-(2-cyclohexyl-4-((4-(trifluoromethyl)benzyl)amino)phenyl)-3,3-dimethylbutanamide C1(CCCCC1)C1=C(C=CC(=C1)NCC1=CC=C(C=C1)C(F)(F)F)NC(CC(C)(C)C)=O